[N+](=O)([O-])[O-].C(CCC)N1C=[N+](C=C1)C 1-butyl-3-methyl-imidazolium nitrate